5-(N-(4-chloro-2-((N-(furan-2-ylmethyl)furan-2-Carboxamido)methyl)phenyl)-N-ethylsulfamoyl)-3-methylbenzofuran-2-carboxylic acid ethyl ester C(C)OC(=O)C=1OC2=C(C1C)C=C(C=C2)S(N(CC)C2=C(C=C(C=C2)Cl)CN(C(=O)C=2OC=CC2)CC=2OC=CC2)(=O)=O